C(#C)C=1C=C(C=CC1)O 3-ethynyl-phenol